4-(dimethylamino)-1-phenyl-7-(trifluoromethoxy)quinazolin-2(1H)-one CN(C1=NC(N(C2=CC(=CC=C12)OC(F)(F)F)C1=CC=CC=C1)=O)C